(R)-N-(1-(3-bromo-2-methylphenyl)propan-2-yl)-2,2-difluoro-3-methoxypropan-1-amine BrC=1C(=C(C=CC1)C[C@@H](C)NCC(COC)(F)F)C